(R)-(4-fluorophenyl)(8-methyl-3-(5-methyl-4,5,6,7-tetrahydrothiazolo[5,4-c]pyridin-2-yl)-5,6-dihydro-[1,2,4]triazolo[4,3-a]pyrazin-7(8H)-yl)methanone FC1=CC=C(C=C1)C(=O)N1[C@@H](C=2N(CC1)C(=NN2)C=2SC=1CN(CCC1N2)C)C